FC(C1=NC(=NC(=C1)C(F)(F)F)NS(=O)(=O)C1=CC=C(C=C1)NC=1N=CC2=CC=NC(=C2C1)C=1C(=C2C=NN(C2=CC1)CC(C)(C)O)C)(F)F N-(4,6-bis(trifluoromethyl)pyrimidin-2-yl)-4-((5-(1-(2-hydroxy-2-methylpropyl)-4-methyl-1H-indazol-5-yl)-2,6-naphthyridin-3-yl)amino)benzenesulfonamide